BrC1=C2CC(CC2=CC=C1)NC(=O)C1=CC=NC=2N1N=CC2C(=O)N N7-(4-bromoindan-2-yl)pyrazolo[1,5-a]pyrimidine-3,7-dicarboxamide